[5-methyl-3-(thietan-3-yl)imidazol-4-yl]methanol CC1=C(N(C=N1)C1CSC1)CO